CCC(C)(C)[O-].C12C(=CC(C(C1(C)C)C2)[2H])C (+/-)-alpha-pinene-4-d tert-amylAt